The molecule is an organosulfonate oxoanion obtained by deprotonation of the sulfo group of 4-hydroxy-3-[(2-methoxyphenyl)diazenyl]naphthalene-1-sulfonic acid. It is a conjugate base of a 4-hydroxy-3-[(2-methoxyphenyl)diazenyl]naphthalene-1-sulfonic acid. COC1=CC=CC=C1N=NC2=C(C3=CC=CC=C3C(=C2)S(=O)(=O)[O-])O